2-[(3R)-3-methylmorpholin-4-yl]-4-(4-methylpiperidin-1-yl)-8-(1H-pyrazol-5-yl)-1,7-naphthyridine C[C@H]1N(CCOC1)C1=NC2=C(N=CC=C2C(=C1)N1CCC(CC1)C)C1=CC=NN1